OCC=1OC=2C(C1)=C(C=CC2)C(=O)OC Methyl 2-(hydroxymethyl)benzofuran-4-carboxylate